7-fluoro-4-methoxy-1-methyl-1H-benzo[d]imidazole-6-carboxylic acid FC1=C(C=C(C2=C1N(C=N2)C)OC)C(=O)O